(S)-2-(4-(6-((2,4-difluorobenzyl)oxy)pyridin-2-yl)-2,5-difluorobenzyl)-1-(4,4-dimethyltetrahydrofuran-3-yl)-1H-benzo[d]imidazole-6-carboxylic acid FC1=C(COC2=CC=CC(=N2)C2=CC(=C(CC3=NC4=C(N3[C@@H]3COCC3(C)C)C=C(C=C4)C(=O)O)C=C2F)F)C=CC(=C1)F